5-(trifluoromethylsulfonyloxy)-3,6-dihydro-2H-pyridine-1-carboxylic acid tert-butyl ester C(C)(C)(C)OC(=O)N1CCC=C(C1)OS(=O)(=O)C(F)(F)F